tert-butyl (S)-2-(2-(2-(4-((5-methyl-4-oxo-3-(2-oxo-2-(phenethylamino)acetamido)-2,3,4,5-tetrahydro benzo[b][1,4]oxazepin-7-yl)ethynyl)piperidin-1-yl)ethoxy)ethoxy)acetate CN1C2=C(OC[C@@H](C1=O)NC(C(NCCC1=CC=CC=C1)=O)=O)C=CC(=C2)C#CC2CCN(CC2)CCOCCOCC(=O)OC(C)(C)C